C([C@@H]([C@@H]([C@H](C(=O)[O-])O)O)O)OP(=O)([O-])[O-] The molecule is an organophosphate oxoanion obtained by deprotonation of the carboxy and phosphate OH groups of 5-phospho-L-arabinonic acid. Major microspecies at pH 7.3. It is a 4-hydroxy monocarboxylic acid anion and an organophosphate oxoanion. It is a conjugate base of a 5-phospho-L-arabinonic acid.